3-fluoroazetidine-1-sulfonyl chloride FC1CN(C1)S(=O)(=O)Cl